[C@@H]12OC[C@@H](N(C1)C1CCN(CC1)C1=C(C=C(C(=C1)OC)NC1=NC=NC(=C1)N1OCC[C@@H]1C1=CC(=CC=C1)C#N)NC(C=C)=O)C2 N-(2-(4-((1S,4S)-2-oxa-5-azabicyclo[2.2.1]heptane-5-yl)piperidine-1-yl)-5-((6-((R)-3-(3-cyanophenyl)isoxazolidine-2-yl)pyrimidine-4-yl)amino)-4-methoxyphenyl)acrylamide